(S)-8-(4,4-dimethylcyclohex-1-en-1-yl)-N-(1-hydroxy-3-methoxypropan-2-yl)-6-methoxyquinoline-3-carboxamide CC1(CC=C(CC1)C=1C=C(C=C2C=C(C=NC12)C(=O)N[C@@H](CO)COC)OC)C